Racemic-2-(3-fluoropyridin-2-yl)-2-hydroxy-1-(2-((4-methoxyphenyl)sulfonyl)-2,6-dihydropyrrolo[3,4-c]pyrazol-5(4H)-yl)ethan-1-one FC=1C(=NC=CC1)[C@H](C(=O)N1CC2=NN(C=C2C1)S(=O)(=O)C1=CC=C(C=C1)OC)O |r|